N'-(4-{3-[(difluoromethyl)sulfanyl]phenoxy}-2,5-dimethylphenyl)-N-ethyl-N-methylformamidine FC(F)SC=1C=C(OC2=CC(=C(C=C2C)N=CN(C)CC)C)C=CC1